CN(C(OCC)=O)C1=CC=C(C=C1)C=1C=NC(=CC1)C(NCC=1C=NC=CC1)=O ethyl N-methyl-N-[4-[6-(3-pyridylmethylcarbamoyl)-3-pyridyl] phenyl]-carbamate